[5-METHYL-2-(PENTYLOXY)PHENYL]BORANEDIOL CC=1C=CC(=C(C1)B(O)O)OCCCCC